N-((6S,7S)-5-((R)-2-cyanopropanoyl)-6-((2-fluoro-[1,1'-biphenyl]-3-yl)methyl)-5-azaspiro[2.4]heptan-7-yl)-1-fluoromethanesulfonamide C(#N)[C@H](C(=O)N1CC2(CC2)[C@@H]([C@@H]1CC=1C(=C(C=CC1)C1=CC=CC=C1)F)NS(=O)(=O)CF)C